C(C)C(COC(CCCCCCC(CN(CCCSSCCN1CCN(CC1)CCOC(CCCN(CC(CCCCCCC(=O)OCCCC)O)CC(CCCCCCC(=O)OCCCC)O)=O)CC(CCCCCCC(OCC(CC)CC)=O)O)O)=O)CC Dibutyl 9,9'-((4-(2-(4-(2-((3-(bis(9-(2-ethylbutoxy)-2-hydroxy-9-oxononyl)amino)propyl)disulfaneyl)ethyl)piperazin-1-yl)ethoxy)-4-oxobutyl)azanediyl)bis(8-hydroxynonanoate)